FC1=CC=C(C=C1)N1N=C(C(=C1C)C(=O)N[C@H](C(C)C)C(=O)N[C@@H](CCC(=O)OCC)C(=O)OCC)C Diethyl (1-(4-fluorophenyl)-3,5-dimethyl-1H-pyrazole-4-carbonyl)-D-valyl-L-glutamate